6-(4-fluoro-2-propoxyphenyl)pyridine FC1=CC(=C(C=C1)C1=CC=CC=N1)OCCC